n-Pentylacetat C(CCCC)OC(C)=O